CC1(CC1)NS(=O)(=O)C1=CC(=C2C=NN(C2=C1)C=1SC(=NN1)C(F)F)N1CCN(CC1)C(=O)N(C)C1CCC1 4-(6-(N-(1-methylcyclopropyl)sulfamoyl)-1-(5-(difluoromethyl)-1,3,4-thiadiazol-2-yl)-1H-indazol-4-yl)-N-cyclobutyl-N-methylpiperazine-1-carboxamide